1-(2-hydroxy-3,5-dimethylphenyl)-1-propanone OC1=C(C=C(C=C1C)C)C(CC)=O